ClC1=C2C(=CN=C1)N(N=C2NC(CCC)=O)CC2=CC=C(C=C2)C(F)(F)F N-(4-chloro-1-(4-(trifluoromethyl)benzyl)-1H-pyrazolo[3,4-c]pyridin-3-yl)butyramide